P(=O)(O)(O)OC[C@@H]1[C@H]([C@H]([C@@H](O1)N1C(=O)NC(=O)C=C1C(=O)O)O)O orotidine 5'-phosphate